ClC=1C=C(C=CC1)[C@@H]1[C@H](N(C(CC1)=O)[C@H](C(=O)OCC)C1CC1)C1=CC=C(C=C1)Cl (S)-ethyl 2-((2S,3R)-3-(3-chlorophenyl)-2-(4-chlorophenyl)-6-oxopiperidin-1-yl)-2-cyclopropylacetate